(E)-3-(2-bromophenyl)-1-(5-hydroxy-7-methoxy-2,2-dimethyl-2H-chromen-6-yl)prop-2-en-1-one BrC1=C(C=CC=C1)/C=C/C(=O)C=1C(=C2C=CC(OC2=CC1OC)(C)C)O